5-((R)-1-(3,5-Dichloro-2-methylpyridin-4-yl)ethoxy)-3-(6-(((R)-tetrahydrofuran-3-yl)oxy)pyridin-3-yl)-1H-indazole ClC=1C(=NC=C(C1[C@@H](C)OC=1C=C2C(=NNC2=CC1)C=1C=NC(=CC1)O[C@H]1COCC1)Cl)C